1-(5-carboxypentyl)-2-((1E,3E,5E)-5-(1,3-dimethylindolin-2-ylidene)penta-1,3-dienyl)-3,3-dimethyl-3H-indolium C(=O)(O)CCCCC[N+]1=C(C(C2=CC=CC=C12)(C)C)\C=C\C=C\C=C/1\N(C2=CC=CC=C2C1C)C